FC=1C=C(C=CC1S(=O)(=O)C)C1=NC2=C(N1C)C=C(C=C2C)C2CCN(CC2)C2CC1CCC(C2)N1CC(C)C 2-(3-fluoro-4-(methylsulfonyl)phenyl)-6-(1-(8-isobutyl-8-azabicyclo[3.2.1]oct-3-yl)piperidin-4-yl)-1,4-dimethyl-1H-benzo[d]imidazole